NC1=[N+](ON=C1N)[O-] 3,4-diamino-furoxan